NCCCC[C@@H](C(COC1=C(C=CC=C1F)F)=O)NC(C(C)(C)OC)=O (S)-N-(7-amino-1-(2,6-difluorophenoxy)-2-oxohept-3-yl)-2-methoxy-2-methylpropanamide